ClC1=CC(=C(C=C1)CC(CNC(=O)C1=NN(C(N1)=O)C)C1CC1)F N-(3-(4-chloro-2-fluorophenyl)-2-cyclopropylpropyl)-1-methyl-5-oxo-4,5-dihydro-1H-1,2,4-triazole-3-carboxamide